uridinepropionic acid [C@]1([C@H](O)[C@H](O)[C@@H](CO)O1)(N1C(=O)NC(=O)C=C1)CCC(=O)O